biphenyl-4-yl-(9-phenyl-9H-carbazol-2-yl)-[1,1':3',1'']terphenyl-2-yl-amine C1(=CC=C(C=C1)N(C1=C(C=CC=C1)C1=CC(=CC=C1)C1=CC=CC=C1)C1=CC=2N(C3=CC=CC=C3C2C=C1)C1=CC=CC=C1)C1=CC=CC=C1